(E)-4-(2,6-difluorophenyl)-2-m-methoxystyrylthiazole FC1=C(C(=CC=C1)F)C=1N=C(SC1)\C=C\C1=CC(=CC=C1)OC